C1(=CC=CC=C1)NC(=S)NC1=CC=C(C=C1)NC(NC1=CC=CC=C1)=S 1-phenyl-3-{4-[(phenylcarbamothioyl)amino]phenyl}thiourea